C[C@]12[C@H]3CC[C@@]4([C@H](CC[C@H]4[C@@H]3CC=C2C[C@H](CC1)O)[C@H](C)CCC=1C(=NC=NC1)C)C (3S,8S,9S,10R,13R,14S,17R)-10,13-dimethyl-17-((R)-4-(4-methylpyrimidin-5-yl)butan-2-yl)-2,3,4,7,8,9,10,11,12,13,14,15,16,17-tetradecahydro-1H-cyclopenta[a]phenanthren-3-ol